tert-Butyl 4-{4-[1-(4-{1-[(tert-butoxy)carbonyl]-1,2,3,6-tetrahydropyridin-4-yl}phenyl)-1H-1,2,3-triazol-4-yl]phenyl}-1,2,3,6-tetrahydropyridine-1-carboxylate C(C)(C)(C)OC(=O)N1CCC(=CC1)C1=CC=C(C=C1)N1N=NC(=C1)C1=CC=C(C=C1)C=1CCN(CC1)C(=O)OC(C)(C)C